dioctadecyl-aminoglycylcarboxyspermine C(CCCCCCCCCCCCCCCCC)C(NN)(C(=O)N(CCCNCCCCNCCCN)C(=O)O)CCCCCCCCCCCCCCCCCC